C(C)(C)(C)OC(=O)N(C(OC(C)(C)C)=O)CCOCCOCCOCCOCCOCCOCCOCCOCCO tert-butyl N-tert-butoxycarbonyl-N-[2-[2-[2-[2-[2-[2-[2-[2-(2-hydroxyethoxy) ethoxy]ethoxy]ethoxy] ethoxy]ethoxy]ethoxy]ethoxy]ethyl]carbamate